Cl.C1(CC1)C1=C(C=C2CCN(CC2=C1)C)NC1=NC=C(C(=N1)C1=CC(=CS1)C(=O)O)C(F)(F)F 5-(2-((7-cyclopropyl-2-methyl-1,2,3,4-tetrahydroisoquinolin-6-yl)amino)-5-(trifluoromethyl)pyrimidin-4-yl)thiophene-3-carboxylic acid hydrochloride